ClCC(=O)N1CCN(CC1)C1=NC(=NC=C1)NCC1=C(C=C(C=C1)F)Cl 2-chloro-1-[4-(2-{[(2-chloro-4-fluorophenyl)methyl]amino}pyrimidin-4-yl)piperazin-1-yl]ethan-1-one